FC(C(F)(F)F)(C(F)(F)F)O[Si](OC(C(F)(F)F)(C(F)(F)F)F)(OC(C(F)(F)F)(C(F)(F)F)F)C(C(C(C(C(C(C(C(C(C(F)(F)F)(F)F)(F)F)(F)F)(F)F)(F)F)(F)F)(F)F)(F)F)(F)F perfluorodecyltriisopropoxysilane